C(C1=CC=CC=C1)OC=1C2C3C(C(N(C(CC3O)C2F)C)=O)=CC1 7-(benzyloxy)-10-fluoro-5-hydroxy-2-methyl-3,4,5,6-tetrahydro-3,6-methanobenzo[c]azepin-1(2H)-one